7-(7-fluoro-3-(methoxymethoxy)-8-((triisopropylsilyl)ethynyl)naphthalen-1-yl)-2-(((2R,7aS)-2-fluorotetrahydro-1H-pyrrolizin-7a(5H)-yl)methoxy)-N-phenylpyrido[4,3-d]pyrimidin-5-amine FC1=CC=C2C=C(C=C(C2=C1C#C[Si](C(C)C)(C(C)C)C(C)C)C1=CC=2N=C(N=CC2C(=N1)NC1=CC=CC=C1)OC[C@]12CCCN2C[C@@H](C1)F)OCOC